ClC=1C=CC=2N=CN=C(C2N1)N1CC(C1)S(=O)(=O)C 6-chloro-4-(3-(methylsulfonyl)azetidin-1-yl)pyrido[3,2-d]pyrimidine